2-chloro-4-((3-(5-fluoropyrimidin-2-yl)-2-methoxyphenyl)amino)-N-methylpyrimidine-5-carboxamide ClC1=NC=C(C(=N1)NC1=C(C(=CC=C1)C1=NC=C(C=N1)F)OC)C(=O)NC